4-(7-(2-((tert-butoxycarbonyl)amino)-7-Fluorobenzo[d]thiazol-4-yl)-6-chloro-3-cyano-2-((diphenylmethylene)amino)-8-fluoroquinolin-4-yl)piperazine C(C)(C)(C)OC(=O)NC=1SC2=C(N1)C(=CC=C2F)C2=C(C=C1C(=C(C(=NC1=C2F)N=C(C2=CC=CC=C2)C2=CC=CC=C2)C#N)N2CCNCC2)Cl